6-(naphthalen-1-yl)picolinic acid C1(=CC=CC2=CC=CC=C12)C1=CC=CC(=N1)C(=O)O